[C@H]1([C@@H](O)[C@@H](O)[C@H](O)[C@H](O1)CO)OCCNC(CN(C(C(=O)NCCC(=O)[O-])CCN(CC(NCCO[C@@H]1[C@@H](O)[C@@H](O)[C@H](O)[C@H](O1)CO)=O)CC(NCCO[C@@H]1[C@@H](O)[C@@H](O)[C@H](O)[C@H](O1)CO)=O)CC(NCCO[C@@H]1[C@@H](O)[C@@H](O)[C@H](O)[C@H](O1)CO)=O)=O 3-(2,4-bis{bis[2-({2-[(α-D-mannopyranosyl)oxy] ethyl} amino)-2-oxoethyl]amino}butanamido)propanoate